C(C)C1(CCN(CC1)C=1N=NC=CC1)NC(C(=O)C1=C(C(=C(N1C)C)C(=O)NC1=CC(=C(C=C1)F)C)C)=O 5-(2-((4-ethyl-1-(pyridazin-3-yl)piperidin-4-yl)amino)-2-oxoacetyl)-N-(4-fluoro-3-methylphenyl)-1,2,4-trimethyl-1H-pyrrole-3-carboxamide